2-Methyl-5-(3-methoxyphenyl)-N-(3-(3,3-difluoro-2-methylallyl)-1,2,4-thiadiazole-5-yl)thiophene-3-carboxamide CC=1SC(=CC1C(=O)NC1=NC(=NS1)CC(=C(F)F)C)C1=CC(=CC=C1)OC